6-bromo-N,N-bis(4-methoxybenzyl)-2-vinyl-[1,2,4]triazolo[1,5-a]pyrazin-8-amine BrC=1N=C(C=2N(C1)N=C(N2)C=C)N(CC2=CC=C(C=C2)OC)CC2=CC=C(C=C2)OC